5-(5-methyl-2-(2-oxo-1,2,3,4-tetrahydroquinolin-7-ylamino)pyrimidin-4-ylamino)benzo[d]oxazol-2(3H)-one CC=1C(=NC(=NC1)NC1=CC=C2CCC(NC2=C1)=O)NC=1C=CC2=C(NC(O2)=O)C1